C1(CC1)N1C=C(C2=CC=C(C=C12)Br)S(=O)(=O)C1=CC(=C(C=C1)OC)N1CCNCC1 1-cyclopropyl-6-bromo-3-((4-methoxy-3-(piperazin-1-yl)phenyl)sulfonyl)-1H-indole